Benzyl (R)-(3-oxo-1-phenylpropyl)carbamate O=CC[C@H](C1=CC=CC=C1)NC(OCC1=CC=CC=C1)=O